NC1=C(C=C(C=N1)C=1C=NN(C1)C1CCN(CC1)CC=1C=C2CN(C(C2=CC1)=O)C1C(NC(CC1)=O)=O)O[C@H](C)C1=C(C(=CC=C1Cl)F)Cl 3-(5-((4-(4-(6-amino-5-((R)-1-(2,6-dichloro-3-fluorophenyl)ethoxy)pyridin-3-yl)-1H-pyrazol-1-yl)piperidin-1-yl)methyl)-1-oxoisoindoline-2-yl)piperidine-2,6-dione